(2R,3R)-1-(4-(4-Bromo-1H-imidazol-1-yl)phenyl)-N,N,2-trimethylpyrrolidin-3-amine BrC=1N=CN(C1)C1=CC=C(C=C1)N1[C@@H]([C@@H](CC1)N(C)C)C